C(C1=CC=CC=C1)OC(=O)NCCOC1=NC(=NC=C1C=1CN(CC1)C(=O)OC(C)(C)C)Cl tert-butyl 3-[4-[2-(benzyloxycarbonylamino)ethoxy]-2-chloro-pyrimidin-5-yl]-2,5-dihydropyrrole-1-carboxylate